C[Si](Br)(Cl)Cl methyl-dichloro(bromo)silane